5-((2-(4-((3-chloro-5-(hydroxymethyl)benzyl)amino)butoxy)ethyl)amino)benzo[c][2,6]naphthyridine-8-carboxylic acid ClC=1C=C(CNCCCCOCCNC2=NC3=C(C4=CN=CC=C24)C=CC(=C3)C(=O)O)C=C(C1)CO